The molecule is a polyketide that is anthrone bearing four hydroxy substituents at positions 1, 3, 6 and 8 as well as a hexanoyl substituent at position 2. It has a role as a fungal metabolite. It is a member of anthracenes, a cyclic ketone and a polyketide. It derives from an anthrone. It is a conjugate acid of a norsolorinate anthrone(2-) and a norsolorinic acid anthrone(1-). CCCCCC(=O)C1=C(C=C2CC3=C(C(=CC(=C3)O)O)C(=O)C2=C1O)O